C(C)(C)(C)OC(=O)C=1C=CC2=C(N(C(=N2)CN2CCC(=CC2)C2=CC(=CC=C2)OCC2=C(C=C(C=C2)Cl)F)C[C@H]2OCC2)C1 (S)-2-((4-(3-((4-chloro-2-fluorobenzyl)oxy)phenyl)-3,6-dihydropyridin-1(2H)-yl)methyl)-1-(oxetan-2-ylmethyl)-1H-benzo[d]imidazole-6-carboxylic acid tert-butyl ester